N-[4-[5-[4-(benzylcarbamoylamino)-2-(tert-butylsulfamoyl)phenyl]thiazol-2-yl]cyclohexyl]carbamic acid isopropyl ester C(C)(C)OC(NC1CCC(CC1)C=1SC(=CN1)C1=C(C=C(C=C1)NC(NCC1=CC=CC=C1)=O)S(NC(C)(C)C)(=O)=O)=O